(R)-3-((4-chloro-1-methyl-1H-pyrazol-5-yl)methyl)-2-(3-fluoro-4-methoxybenzyl)isoindolin-1-one tert-butyl-{[4-(1-methyl-1H-imidazol-2-yl)-2,5-dioxoimidazolidin-4-yl]methyl}carbamate C(C)(C)(C)N(C(O)=O)CC1(NC(NC1=O)=O)C=1N(C=CN1)C.ClC=1C=NN(C1C[C@H]1N(C(C2=CC=CC=C12)=O)CC1=CC(=C(C=C1)OC)F)C